ClC=1C=CC(=C(C1)C1=CC(=NC=C1)OC)N1N=NC(=C1)C(F)F 4-(5-chloro-2-(4-(difluoromethyl)-1H-1,2,3-triazole-1-yl)phenyl)-2-methoxypyridine